C1(CC1)[C@H](CO)NC1=NC(=C2N=CN(C2=N1)C(F)F)N[C@@H]1CN(C[C@H]1F)C(=O)OC(C)(C)C |&1:20,24| tert-butyl (3RS,4RS)-3-((2-(((R)-1-cyclopropyl-2-hydroxyethyl)amino)-9-(difluoromethyl)-9H-purin-6-yl)amino)-4-fluoropyrrolidine-1-carboxylate